ClC1=CC(=C(C=N1)N1CC(C1)C1=C(C=CC=C1)C(C)C)OCC N-(6-chloro-4-ethoxypyridin-3-yl)-3-(2-isopropylphenyl)azetidine